BrC(C(=O)N(C1=CC=CC=C1)C1=CC=CC=C1)Br 2,2-dibromo-N,N-diphenylacetamide